C(C)(C)C1N(C(CC1)=O)NC(OC(C)(C)C)=O tert-butyl (2-isopropyl-5-oxopyrrolidin-1-yl)carbamate